N1=C(C=CC=C1C1C2(CC3CC(CC1C3)C2)C2=C(C(=CC(=C2)C(C)(C)C)C2=CC=CC=C2)O)C2=C(C=CC=C2)C=2C(=C(C=C(C2)C(C)(C)C)C23CC1CC(CC(C2)C1)C3)O 2',2'-(pyridine-2,6-diyl)bis((3-adamantan-1-yl)-5-(tert-butyl)-[1,1'-biphenyl]-2-ol)